Manganese-Manganese glycinate NCC(=O)[O-].[Mn+2].[Mn+2].NCC(=O)[O-].NCC(=O)[O-].NCC(=O)[O-]